C(C1=CC=CC=C1)OC(=O)N1CC(C1)O[C@@H]1[C@@H](CN(CC1)C(=O)OC(C)(C)C)F 1-Tert-butyl (3R,4S)-4-(1-benzyloxycarbonylazetidin-3-yl)oxy-3-fluoro-piperidine-1-carboxylate